4-(2-chloro-8-(1-methyl-1H-pyrazol-4-yl)-9-(tetrahydro-2H-pyran-2-yl)-9H-purin-6-yl)morpholine ClC1=NC(=C2N=C(N(C2=N1)C1OCCCC1)C=1C=NN(C1)C)N1CCOCC1